3-[[4-[2-amino-1-(4-tert-butylphenyl)ethoxy]-6-(2,6-dimethylphenyl)pyrimidin-2-yl]sulfamoyl]benzoic acid NCC(OC1=NC(=NC(=C1)C1=C(C=CC=C1C)C)NS(=O)(=O)C=1C=C(C(=O)O)C=CC1)C1=CC=C(C=C1)C(C)(C)C